C(C)(C)(C)OC(=O)N1C[C@H]2CC[C@@H](C1)N2C2=NC(=NC1=C(C(=C(C=C21)Cl)Br)F)Cl.C(CCCCCCC\C=C\C#CC=C)=O (9E)-9,13-tetradecadiene-11-ynealdehyde tert-butyl-(1R,5S)-8-(7-bromo-2,6-dichloro-8-fluoroquinazolin-4-yl)-3,8-diazabicyclo[3.2.1]octane-3-carboxylate